ClC1=C(C=C(C=C1)C1=CC(=NC=C1)N1[C@@H](CNCC1)C)C[C@@H](C(=O)NC1=CC=C(C=C1)C=1N(C=NC1)C)NC(=O)C=1N(N=CC1)C N-[(1S)-1-[[2-chloro-5-[2-[(2R)-2-methylpiperazin-1-yl]-4-pyridyl]phenyl]methyl]-2-[4-(3-methylimidazol-4-yl)anilino]-2-oxo-ethyl]-2-methyl-pyrazole-3-carboxamide